CC1=NC(=CC(=C1)C=1NC2=CC=C(C=C2C1C(C)C)C1CCN(CC1)C(CNCCC(C)C)=O)C 1-(4-(2-(2,6-dimethylpyridin-4-yl)-3-isopropyl-1H-indol-5-yl)piperidin-1-yl)-2-(isopentylamino)ethan-1-one